C12CNCC(CC1)N2C2=NC=C(C=N2)C=2N=C(SC2C)NC([C@H](C)N2C=CC=1N(C(N(C(C12)=O)C)=O)C)=O (2S)-N-(4-(2-(3,8-diazabicyclo[3.2.1]oct-8-YL)pyrimidin-5-YL)-5-methylthiazol-2-YL)-2-(1,3-dimethyl-2,4-dioxo-1,2,3,4-tetrahydro-5H-pyrrolo[3,2-D]pyrimidin-5-YL)-propionamide